Benzyl ((1S,2R)-1,3-dihydroxy-1-phenylpropan-2-yl)carbamate O[C@H]([C@@H](CO)NC(OCC1=CC=CC=C1)=O)C1=CC=CC=C1